FC1=C(C#N)C=C(C=C1)S 2-fluoro-5-sulfanyl-benzonitrile